[Si](C)(C)(C(C)(C)C)OC1=CC=2N(C3=CC=CC=C3SC2C=C1C=C1C(N(C(S1)=S)CC)=O)CCC 5-((2-((tert-butyldimethylsilyl)oxy)-10-propyl-10H-phenothiazin-3-yl)methylene)-3-ethyl-2-thioxothiazolidin-4-one